4-(5-(1-Methyl-1H-benzo[d]imidazol-5-yl)-1-(piperidin-4-ylmethyl)-1H-pyrrolo[2,3-c]pyridin-4-yl)benzonitril CN1C=NC2=C1C=CC(=C2)C=2C(=C1C(=CN2)N(C=C1)CC1CCNCC1)C1=CC=C(C#N)C=C1